7-benzyl-3-tosyl-6,7,8,9-tetrahydro-3H-pyrrolo[2,3-c][2,7]naphthyridine C(C1=CC=CC=C1)N1CCC=2C3=C(N=CC2C1)N(C=C3)S(=O)(=O)C3=CC=C(C)C=C3